Cl.FC=1C=C2/C(/C(NC2=CC1)=O)=C/C1=C(C(=CN1)NC(=O)[C@H]1NCCC1)C (S,Z)-N-(5-((5-fluoro-2-oxoindol-3-ylidene)methyl)-4-methyl-1H-pyrrol-3-yl)pyrrolidine-2-carboxamide hydrochloride